(Z)-3-(3,5-difluorobenzylidene)-6-nitroisobenzofuran-1(3H)-one FC=1C=C(\C=C\2/OC(C3=CC(=CC=C23)[N+](=O)[O-])=O)C=C(C1)F